3-(1-(2-chloroacetyl)-2-methylazetidin-3-yl)-1-(cyclopropylmethyl)-N-(1-methylcyclopropyl)-2,4-dioxo-1,2,3,4-tetrahydroquinazoline-6-sulfonamide ClCC(=O)N1C(C(C1)N1C(N(C2=CC=C(C=C2C1=O)S(=O)(=O)NC1(CC1)C)CC1CC1)=O)C